(S)-5-((7-((tert-butoxycarbonyl)(3-(cyclopent-1-en-1-carboxamido)benzyl)amino)-3-Isopropylpyrazolo[1,5-a]pyrimidin-5-yl)amino)-2,2-dimethylpiperidine-1-carboxylic acid tert-butyl ester C(C)(C)(C)OC(=O)N1C(CC[C@@H](C1)NC1=NC=2N(C(=C1)N(CC1=CC(=CC=C1)NC(=O)C1=CCCC1)C(=O)OC(C)(C)C)N=CC2C(C)C)(C)C